3-[4-Chloro-2-methoxy-5-(2-methylphenoxy)phenyl]-6-(trifluoromethyl)pyrimidine ClC1=CC(=C(C=C1OC1=C(C=CC=C1)C)N1CN=C(C=C1)C(F)(F)F)OC